N[C@@H]1C2=CC=CC=C2CC12CCN(CC2)C2=NC(=C(C(=N2)C(=O)N)C2=C(C(=CC=C2)Cl)Cl)C (P)-2-[(1S)-1-amino-1,3-dihydrospiro[indene-2,4'-piperidine]-1'-yl]-5-(2,3-dichlorophenyl)-6-methylpyrimidine-4-carboxamide